2,7-difluorooctane FC(C)CCCCC(C)F